ClC1=NC=C(C(=N1)C=1C=CC(N(C1)C1=CC=C(C=C1)F)=O)Cl 5-(2,5-dichloropyrimidin-4-yl)-1-(4-fluorophenyl)pyridin-2-one